CN([C@H]1[C@@H]2[C@]3(C[C@@H]([C@H](C[C@@H]3CC[C@H]2[C@@H]2CC[C@H](C(C)=O)[C@]2(C1)C)O)OCC)C)C 11α-(dimethylamino)-2β-ethoxy-3α-hydroxy-5α-pregnan-20-one